methyl-(4-(4-(6-bromoquinazolin-4-yl)-2-fluorophenyl)piperazin-1-yl)(cyclopropyl)methanone CC1(CC1)C(=O)N1CCN(CC1)C1=C(C=C(C=C1)C1=NC=NC2=CC=C(C=C12)Br)F